5-azidoindazole N(=[N+]=[N-])C=1C=C2C=NNC2=CC1